7-(4-fluoro-3-(trifluoromethyl)phenyl)-2-(2-(3-fluoropyrrolidin-1-yl)-2-oxoethyl)isoquinolin-1(2H)-one FC1=C(C=C(C=C1)C1=CC=C2C=CN(C(C2=C1)=O)CC(=O)N1CC(CC1)F)C(F)(F)F